N=1CC=CCCC1 5,6-Dihydro-2H-azepin